1-(5-formyl-pyrimidin-2-yl)-4-methyl-1H-pyrazole-3-carbonitrile C(=O)C=1C=NC(=NC1)N1N=C(C(=C1)C)C#N